BrC=1C=CC2=C(C1)C1(CC1)C(O2)=O 5-bromo-2H-spiro[benzofuran-3,1'-cyclopropane]-2-one